NC1=NC=CC(=C1Cl)SC1=CN=C(N=N1)N1CCC2([C@@H]([C@@H](OC2)C)N)CC1 (3S,4S)-8-(6-((2-amino-3-chloropyridin-4-yl)thio)-1,2,4-triazin-3-yl)-3-methyl-2-oxa-8-azaspiro[4.5]decan-4-amine